COCC(=O)N1CC2=CC(=CC(=C2CC1)[C@H]1NCCC1)C=1C=C2C(=NC1)NC=C2C (S)-2-methoxy-1-(7-(3-methyl-1H-pyrrolo[2,3-b]pyridin-5-yl)-5-(pyrrolidin-2-yl)-3,4-dihydroisoquinolin-2(1H)-yl)ethan-1-one